methyl N2-(3-(2-(azepan-1-yl)acetamido)-4-methylthiophene-2-carbonyl)-N6-(tert-butoxycarbonyl)-L-lysinate N1(CCCCCC1)CC(=O)NC1=C(SC=C1C)C(=O)N[C@@H](CCCCNC(=O)OC(C)(C)C)C(=O)OC